methyl (1r,4r)-4-(carbonochloridoyl)cyclohexane-1-carboxylate C(=O)(Cl)C1CCC(CC1)C(=O)OC